5,5-dimethyl-furfural CC1(C=CC(C=O)O1)C